ClC1=C(C=C(C=C1)NC1=CC(=NC(=C1)NC1=CC=C2C=CNC2=C1)C#N)F 4-[(4-chloro-3-fluorophenyl)amino]-6-[(1H-indol-6-yl)amino]pyridine-2-carbonitrile